CNC1=C(N)C(=CC(=C1)O)NC 2,6-dimethylamino-4-hydroxyaniline